6-((4-((3-fluoro-4-methoxybenzyl)oxy)-3-methoxyphenyl)amino)-3-morpholinoquinoxaline-5-carbonitrile FC=1C=C(COC2=C(C=C(C=C2)NC2=C(C=3N=C(C=NC3C=C2)N2CCOCC2)C#N)OC)C=CC1OC